((2R,3S,4R,5R)-5-(4-aminopyrrolo[2,1-f][1,2,4]triazin-7-yl)-5-cyano-3,4-dihydroxytetrahydrofuran-2-yl)methyl 2-(2,3-dihydro-1H-inden-2-yl)acetate C1C(CC2=CC=CC=C12)CC(=O)OC[C@H]1O[C@@]([C@@H]([C@@H]1O)O)(C#N)C1=CC=C2C(=NC=NN21)N